COC1=C(C=O)C=CC(=N1)C1=C(C(=CC=C1)B1OC(C(O1)(C)C)(C)C)C 2-Methoxy-6-(2-methyl-3-(4,4,5,5-tetramethyl-1,3,2-dioxaborolan-2-yl)phenyl)nicotinaldehyde